N-(6-(7-(1-amino-1-oxopropan-2-yl)-5-chloro-6-fluoro-1H-indazol-4-yl)imidazo[1,2-a]pyrazin-2-yl)-2-fluorocyclopropane-1-carboxamide NC(C(C)C=1C(=C(C(=C2C=NNC12)C=1N=CC=2N(C1)C=C(N2)NC(=O)C2C(C2)F)Cl)F)=O